CC1=C(C=C(C=2N(C(=NC21)C2=CC=1C(=NC(=CC1)[C@@H](C)N(C(C)=O)CCCC=C)N2CCCC=C)C)OC)C(=O)OC2(C(C)O2)CCC#N cyanoethyl-epoxypropanol methyl-(R)-7-methoxy-1-methyl-2-(1-(pent-4-en-1-yl)-6-(1-(N-(pent-4-en-1-yl)acetamido)ethyl)-1H-pyrrolo[2,3-b]pyridin-2-yl)-1H-benzo[d]imidazole-5-carboxylate